8-bromo-2-(1-methoxycyclopropyl)-3,6-dimethylquinazolin-4(3H)-one BrC=1C=C(C=C2C(N(C(=NC12)C1(CC1)OC)C)=O)C